ethyl methyl 4-(2,3-dichlorophenyl)1,4-dihydro-2,6-dimethyl-3,5-pyridinedicarboxylate ClC1=C(C=CC=C1Cl)C1C(=C(NC(=C1C(=O)OC)C)C)C(=O)OCC